P(=O)(OC(C)([C@H](C)OC1=CC=2N(N=C1C)C(=CN2)C2=CC(=C(C(=C2)OC)C(N[C@H]2[C@H](C2)F)=O)OC(F)F)C)(O)O [(3S)-3-[3-[3-(difluoromethoxy)-4-[[(1R,2S)-2-fluorocyclopropyl]carbamoyl]-5-methoxyphenyl]-6-methylimidazo[1,2-b]pyridazin-7-yl]oxy-2-methylbutan-2-yl] dihydrogen phosphate